OC(CCCCCCCCCCCCCCCC(=O)O)CC=CC 17-Hydroxyheneicos-19-enoic acid